O=C1NC(CCC1N1C[C@H](C2=C(C=CC=C12)C1CCN(CC1)CC(=O)O)C)=O 2-[4-[(3S)-1-(2,6-dioxo-3-piperidyl)-3-methyl-indolin-4-yl]-1-piperidyl]acetic acid